C(C1=CC=CC=C1)N[C@H]1CN(C[C@@H]1F)C(=O)OC(C)(C)C (3s,4s)-tert-butyl 3-(benzylamino)-4-fluoropyrrolidine-1-carboxylate